carbon methyl ketone CC(=O)C.[C]